P(O)(=O)(OP(=O)(O)O)OC[C@@H]1[C@H]([C@H]([C@@H](O1)N1C=[N+](C=2C(=O)NC(N)=NC12)C)O)O N7-methylguanosine diphosphate